(S)-N-(7-(2-(1-amino-2-(3,5-difluorophenyl)ethyl)-7-methoxy-4-oxoquinazolin-3(4H)-yl)-4-chloro-1-(2,2-difluoroethyl)-1H-indazol-3-yl)cyclopropanesulfonamide N[C@@H](CC1=CC(=CC(=C1)F)F)C1=NC2=CC(=CC=C2C(N1C=1C=CC(=C2C(=NN(C12)CC(F)F)NS(=O)(=O)C1CC1)Cl)=O)OC